CC=1C=C(C=C(C1)C)N1C2=C(C=3N=C4N(C=NC=C4)C31)C=NC=C2 5-(3,5-dimethylphenyl)-5H-pyrido[3'',4'':4',5']pyrrolo[3',2':4,5]imidazolo[1,2-c]pyrimidine